BrC=1C=C2C(CNC(C2=CC1)=O)C(=O)OC methyl 6-bromo-1-oxo-1,2,3,4-tetrahydroisoquinoline-4-carboxylate